5-amino-N-(2-{3-amino-4-[(1-methoxypropan-2-yl)oxy]pyrrolidin-1-yl}-5,6,7,8-tetrahydroquinolin-6-yl)-2-methylthieno[2,3-d]pyrimidine-6-carboxamide NC1=C(SC=2N=C(N=CC21)C)C(=O)NC2CC=1C=CC(=NC1CC2)N2CC(C(C2)OC(COC)C)N